NC1=CC(=C(CNC(OC(C)(C)C)=O)C=C1)CS(=O)(=O)C tert-butyl (4-amino-2-((methylsulfonyl)methyl)benzyl)carbamate